2-(4-(tert-butyl)-1H-1,2,3-triazol-1-yl)-N-(4-(7-((1-ethylpiperidin-3-yl)methoxy)-6-methoxyquinazolin-4-yl)phenyl)acetamide C(C)(C)(C)C=1N=NN(C1)CC(=O)NC1=CC=C(C=C1)C1=NC=NC2=CC(=C(C=C12)OC)OCC1CN(CCC1)CC